9,9-dichloro-10-methyl-9,10-dihydroacridine ClC1(C2=CC=CC=C2N(C=2C=CC=CC12)C)Cl